CC=1C=C(C=C(C1)C)N1CC2=CC(=CC=C2CC1)CCC(=O)O 3-(2-(3,5-dimethylphenyl)-1,2,3,4-tetrahydroisoquinolin-7-yl)propionic acid